C(=O)C1=C(C=C(C=C1)NC(N(C)C)=O)O 3-(4-formyl-3-hydroxyphenyl)-1,1-dimethylurea